[Br-].C(C(=C)C)(=O)NCC[N+](C)(C)C [2-(methacryloylamino)ethyl]tri-methylammonium bromide